C(C1=CC=CC=C1)N1C[C@H](OCC1)C1=CC(=C(C(=O)OC)C=C1)C |o1:9| Methyl (R*)-4-(4-benzylmorpholin-2-yl)-2-methylbenzoate